C1(=CC=CC=C1)CCO 2-phenylethyl alcohol